(S)-2-(3-(3-chloro-4-fluorophenyl)-1-(1-(7,8-difluoro-1-oxo-1,2-dihydroisoquinolin-4-yl)ethyl)ureido)ethane-1-sulfonamide ClC=1C=C(C=CC1F)NC(N([C@@H](C)C1=CNC(C2=C(C(=CC=C12)F)F)=O)CCS(=O)(=O)N)=O